C(#N)C=1C=CC=2C(N1)=NN(C2)CC2=C1C=CNC1=C(C=C2S(=O)(=O)NC)C 4-((6-cyano-2H-pyrazolo[3,4-b]pyridin-2-yl)methyl)-N,7-dimethyl-1H-indole-5-sulfonamide